NC1CCCCC(=O)NCCCCCC1 epsilon-aminolaurolactam